N1C=NC=C1C1=C(N=C2N1C=C(C(=N2)C(F)(F)F)COC)C2=NC(=NN2)C(F)(F)F 5-[3-(1H-imidazol-5-yl)-6-(methoxymethyl)-7-(trifluoromethyl)imidazo[1,2-a]pyrimidin-2-yl]-3-(trifluoromethyl)-1H-1,2,4-triazole